C(C)C=1C=C(C=CC1)C1=CC=CC=C1 m-ethyl-biphenyl